OC(C1(CCCCC1)C(CC(=O)OCC)=O)C1=CC=C(C=C1)C(F)(F)F Ethyl 3-(1-(hydroxy (4-(trifluoromethyl) phenyl) methyl) cyclohexyl)-3-oxopropionate